2,2'-Bis(carboxymethoxy)-1,1-bidecalin C(=O)(O)COC1C(C2CCCCC2CC1)C1C(CCC2CCCCC12)OCC(=O)O